C(C)(C)(C)OC(=O)N=C(N1CC(C=2C3=C(C=CC12)C=CC=C3)C)NC(OC(C)(C)C)=O tert-butyl (((tert-butoxycarbonyl)imino) (1-methyl-1,2-dihydro-3H-benzo[e]indol-3-yl)methyl)carbamate